ethyl (R)-2-(5-((5-fluoro-4-(7-(3-methoxy-2-(4-methylpiperazin-1-yl)propanamido)-1H-indol-3-yl)pyrimidin-2-yl)amino)pyridin-2-yl)acetate FC=1C(=NC(=NC1)NC=1C=CC(=NC1)CC(=O)OCC)C1=CNC2=C(C=CC=C12)NC([C@@H](COC)N1CCN(CC1)C)=O